3-[(2-cyanocyclopropanecarbonyl)amino]-1-[4-(cyanomethyl)-3-fluoro-1-[(4-phenylphenyl)methyl]-4-piperidyl]pyrazole-4-carboxamide C(#N)C1C(C1)C(=O)NC1=NN(C=C1C(=O)N)C1(C(CN(CC1)CC1=CC=C(C=C1)C1=CC=CC=C1)F)CC#N